(S)-1'-(L-leucyl)-5,6-dichlorospiro[indoline-3,3'-pyrrolidin]-2-one N[C@@H](CC(C)C)C(=O)N1C[C@@]2(CC1)C(NC1=CC(=C(C=C12)Cl)Cl)=O